ethyl 4-[(tert-butoxycarbonyl)amino]-1H-pyrrole-2-carboxylate C(C)(C)(C)OC(=O)NC=1C=C(NC1)C(=O)OCC